NC1=CC=C(C(O)=C1)O 5-amino-catechol